C(/C)=C/1\C[C@@]2(CCCN2C1)CO [(2Z,7aS)-2-ethylidenetetrahydro-1H-pyrrolizin-7a(5H)-yl]methanol